5-chloro-4-(3-piperidinyl)-2-(4-pyridinyl)-1H-pyrimidin-6-one ClC1=C(N=C(NC1=O)C1=CC=NC=C1)C1CNCCC1